benzyl (RS)-mandelate C([C@H](O)C1=CC=CC=C1)(=O)OCC1=CC=CC=C1 |r|